3-(6-((methyl(7-(piperidin-1-yl)heptyl)amino)methyl)-2-oxobenzo[cd]indol-1(2H)-yl)piperidine-2,6-dione CN(CCCCCCCN1CCCCC1)CC=1C=2C3=C(C(N(C3=CC1)C1C(NC(CC1)=O)=O)=O)C=CC2